C(C1=CC=CC=C1)OC1=C(OC=C(C1=O)C(NCC1=C(C=C(C=C1F)F)F)=O)C(=O)OC Methyl 3-(benzyloxy)-4-oxo-5-((2,4,6-trifluorobenzyl) carbamoyl)-4H-pyran-2-carboxylate